3-(3-cyclopropyl-2-fluoro-phenoxy)-N-[2-(2,4-dimethylphenyl)-2,2-difluoroethyl]cinnoline-4-carboxamide C1(CC1)C=1C(=C(OC=2N=NC3=CC=CC=C3C2C(=O)NCC(F)(F)C2=C(C=C(C=C2)C)C)C=CC1)F